ClC1=C(C#N)C=CC(=C1)N1CC2(C[C@@H]1C)CCN(CC2)C2=CC=C(C=C2)C(=O)N2CCC(CC2)N2CCN(CC2)C=2C=C1C(N(C(C1=CC2)=O)C2C(NC(CC2)=O)=O)=O 2-chloro-4-((3S)-8-(4-(4-(4-(2-(2,6-dioxopiperidin-3-yl)-1,3-dioxoisoindolin-5-yl)piperazin-1-yl)piperidine-1-carbonyl)phenyl)-3-methyl-2,8-diazaspiro[4.5]decan-2-yl)benzonitrile